5-{[(3R,5R)-3,5-dimethylmorpholin-4-yl]Methyl}-2-methylpiperazine-1-carboxylic acid C[C@H]1N([C@@H](COC1)C)CC1NCC(N(C1)C(=O)O)C